ClC1=C(C=C(C=C1)NC(=O)NC1CCC(CC1)=O)C(F)(F)F 1-(4-chloro-3-(trifluoromethyl)phenyl)-3-(4-oxocyclohexyl)urea